N1C(=CC2=CC=CC=C12)C1CCN(CC1)C(=O)C1CC2(C1)NC(OC2)=O (2s,4s)-2-(4-(1H-indol-2-yl)piperidine-1-carbonyl)-7-oxa-5-azaspiro[3.4]Octane-6-one